BrC1=C2CN(CC2=CC(=C1)[N+](=O)[O-])CC1=CC=C(C=C1)F 4-bromo-2-(4-fluorophenylmethyl)-6-nitroisoindoline